(2S,3S,4S,5R,6S)-2-(iodomethyl)-6-methoxytetrahydro-2H-pyran-3,4,5-triol IC[C@H]1O[C@@H]([C@@H]([C@H]([C@@H]1O)O)O)OC